C(C1=CC=C(C=C1)C(C(C)(C)O)=O)C1=CC=C(C=C1)C(C(C)(O)C)=O 1,1'-(methylene-bis-4,1-phenylene)bis[2-hydroxy-2-methyl-1-propanone]